3-[(S) or (R)-4-(3-fluoro-4-methyl-phenyl)sulfonylmorpholin-2-yl]benzothiophene-2-carboxamide FC=1C=C(C=CC1C)S(=O)(=O)N1C[C@@H](OCC1)C1=C(SC2=C1C=CC=C2)C(=O)N |o1:13|